(S)-1-cyano-N-(5-cyano-4-phenylthiazol-2-yl)-N-methylpyrrolidine-2-carboxamide C(#N)N1[C@@H](CCC1)C(=O)N(C)C=1SC(=C(N1)C1=CC=CC=C1)C#N